S1C=CC2=C1SC(=C2)S thieno(2,3-b)thiophene-5-thiol